trans-N1,N2-dibenzylcyclobutane-1,2-dicarboxamide C(C1=CC=CC=C1)NC(=O)[C@H]1[C@@H](CC1)C(=O)NCC1=CC=CC=C1